BrC=1C=CC(=C(C(=O)O)C1)NS(=O)(=O)C(C)(C)C 5-bromo-2-((1,1-dimethylethyl)sulphonamido)benzoic acid